3-cyclohexyldiethylamine C1CC(CCC1)N(CC)CC